3-(7-(4-(((3S,4S)-1-(5-chloro-4-iodopyridin-2-yl)-3-methylpiperidin-4-yl)methyl)piperazin-1-yl)-1-methyl-1H-indazol-3-yl)piperidine-2,6-dione ClC=1C(=CC(=NC1)N1C[C@H]([C@H](CC1)CN1CCN(CC1)C=1C=CC=C2C(=NN(C12)C)C1C(NC(CC1)=O)=O)C)I